FC(CN1C=NC2=C1C=C(C=C2)C=2C(=CN1N=C(N=C(C12)OC)N[C@@H]1[C@@H](CN(CC1)C(C)=O)F)F)F 1-((3R,4S)-4-((5-(1-(2,2-difluoroethyl)-1H-benzo[d]imidazol-6-yl)-6-fluoro-4-methoxypyrrolo[2,1-f][1,2,4]triazin-2-yl)amino)-3-fluoropiperidin-1-yl)ethan-1-one